FC(C(C(C(C(C(CCCCCCCCCCCC)(F)F)(F)F)(F)F)(F)F)(F)F)(F)F 1,1,1,2,2,3,3,4,4,5,5,6,6-tridecafluorooctadecane